CC=1C(=CC2=C(NC(=N2)C2=NNC=3C[C@@]4([C@H](CC23)C4)C)C1)NC([C@H](C)N1CCOCC1)=O (S)-N-(6-methyl-2-((4aS,5aR)-5a-methyl-1,4,4a,5,5a,6-hexahydrocyclopropa[f]indazol-3-yl)-1H-benzo[d]imidazol-5-yl)-2-morpholinopropanamide